Tert-Butyl-(R)-(2-Oxo-1-Phenyl-2-(4-(3-(Trifluoromethyl)Phenyl)Piperazin-1-yl)Ethyl)Carbamate C(C)(C)(C)OC(N[C@@H](C(N1CCN(CC1)C1=CC(=CC=C1)C(F)(F)F)=O)C1=CC=CC=C1)=O